4-Hydroxy-tricosanoic acid OC(CCC(=O)O)CCCCCCCCCCCCCCCCCCC